FC1=C(OC2=CC=C(C=N2)CN2C(C[C@@H]([C@@H]2C)O)=O)C=CC(=C1)F (4S,5S)-1-{[6-(2,4-difluorophenoxy)pyridin-3-yl]methyl}-4-hydroxy-5-methylpyrrolidin-2-one